The molecule is an organophosphate oxoanion obtained by deprotonation of the phosphate OH groups of alpha-D-Man-(1->2)-alpha-D-Man-(1->2)-[alpha-D-Man-(1->3)-alpha-D-Man-(1->3)-alpha-D-Man-(1->2)-alpha-D-Man-(1->2)]n-alpha-D-Man-(1->3)-alpha-D-Man-(1->3)-alpha-D-Man-(1->3)-alpha-D-GlcNAc-ditrans,octacis-undecaprenol. It is a conjugate base of an alpha-D-Man-(1->2)-alpha-D-Man-(1->2)-[alpha-D-Man-(1->3)-alpha-D-Man-(1->3)-alpha-D-Man-(1->2)-alpha-D-Man-(1->2)]n-alpha-D-Man-(1->3)-alpha-D-Man-(1->3)-alpha-D-Man-(1->3)-alpha-D-GlcNAc-ditrans,octacis-undecaprenol. CC(=CCC/C(=C/CC/C(=C/CC/C(=C\\CC/C(=C\\CC/C(=C\\CC/C(=C\\CC/C(=C\\CC/C(=C\\CC/C(=C\\CC/C(=C\\COP(=O)([O-])OP(=O)([O-])O[C@@H]1[C@@H]([C@H]([C@@H]([C@H](O1)CO)O)O[C@@H]2[C@H]([C@H]([C@@H]([C@H](O2)CO)O)O[C@@H]3[C@H]([C@H]([C@@H]([C@H](O3)CO)O)O[C@@H]4[C@H]([C@H]([C@@H]([C@H](O4)CO)O)O[C@@H]5[C@H]([C@H]([C@@H]([C@H](O5)CO)O)O)O[C@@H]6[C@H]([C@H]([C@@H]([C@H](O6)CO)O)O)O[C@@H]7[C@H]([C@H]([C@@H]([C@H](O7)CO)O)O)O[C@@H]8[C@H]([C@H]([C@@H]([C@H](O8)CO)O)O[C@@H]9[C@H]([C@H]([C@@H]([C@H](O9)CO)O)O)O[C@@H]1[C@H]([C@H]([C@@H]([C@H](O1)CO)O)O)O[C@@H]1[C@H]([C@H]([C@@H]([C@H](O1)CO)O)O)O)O)O)O)O)NC(=O)C)/C)/C)/C)/C)/C)/C)/C)/C)/C)/C)C